O1CCC2=C1C=C(C=C2)C(C)N2CCN(CC2)C=2N=CC1=C(N2)CCS(C1)(=N)=O 2-(4-(1-(2,3-dihydrobenzofuran-6-yl)ethyl)piperazin-1-yl)-6-imino-5,6,7,8-tetrahydro-6λ4-thiopyrano[4,3-d]pyrimidine 6-oxide